3-[(2-chloro-6-fluorophenyl)methyl]-4-(pyridin-3-ylmethyl)-4,5-dihydro-1,2,4-oxadiazol-5-one ClC1=C(C(=CC=C1)F)CC1=NOC(N1CC=1C=NC=CC1)=O